FC1=CC=C2C(=C(N(C2=C1)C(=O)N1[C@H](C[C@](CC1)(C(=O)OC)C1=CC=C(C=C1)F)C)C)CC1CCC(CC1)OC1CCOCC1 methyl (2S,4S)-1-(6-fluoro-2-methyl-3-(((1r,4S)-4-((tetrahydro-2H-pyran-4-yl)oxy)cyclohexyl)methyl)-1H-indole-1-carbonyl)-4-(4-fluorophenyl)-2-methylpiperidine-4-carboxylate